FC1=C2C(=NC=C1C1=CC(CC1)=O)N(C=C2)COCC[Si](C)(C)C 3-(4-fluoro-1-((2-(trimethylsilyl)ethoxy)methyl)-1H-pyrrolo[2,3-b]pyridin-5-yl)cyclopent-2-en-1-one